4-[4-[[3-[4-(difluoromethoxy)phenyl]imidazo[1,2-a]pyrazin-8-yl]amino]-2-methylbenzoyl]-N,N-diethylpiperazine-1-carboxamide FC(OC1=CC=C(C=C1)C1=CN=C2N1C=CN=C2NC2=CC(=C(C(=O)N1CCN(CC1)C(=O)N(CC)CC)C=C2)C)F